1,1'-dithiobis(N,N-diethylthiocarboxamide) C(C)(N(C=S)CC)SSC(C)N(C=S)CC